5,6-diaminoquinoline hydrochloride Cl.NC1=C2C=CC=NC2=CC=C1N